5-(methylthio)pyridine-2-carbaldehyde CSC=1C=CC(=NC1)C=O